C(#N)C1=CC(=C(COC2=CC=C(C(=N2)C2[C@H]3CN(C[C@@H]23)CC2=NC3=C(N2C[C@H]2OCC2)C=C(C=C3)C(=O)O)F)C=C1)F 2-(((1R,5S,6S)-6-(6-((4-Cyano-2-fluorobenzyl)oxy)-3-fluoropyridin-2-yl)-3-azabicyclo[3.1.0]hexan-3-yl)methyl)-1-(((S)-oxetan-2-yl)methyl)-1H-benzo[d]imidazole-6-carboxylic acid